NC1=NC=NN2C1=C(N=C2C2CCC(CC2)C(=O)O)C2=CC=C(C=C2)CNC(C2=C(C=CC(=C2)F)OC)=O (1r,4r)-4-(4-amino-5-(4-((5-fluoro-2-methoxybenzamido)methyl)phenyl)imidazo[5,1-f][1,2,4]triazin-7-yl)cyclohexane-1-carboxylic acid